NC=1N=C(SC1C(=O)C1=C(C=CC=C1)[N+](=O)[O-])N[C@@H]1[C@H]2CC[C@@H](C1)C2 [4-amino-2-[[(1S,2S,4R)-2-bicyclo[2.2.1]heptanyl]amino]-1,3-thiazol-5-yl]-(2-nitrophenyl)methanone